(R)-N-(4-(chlorodifluoromethoxy)phenyl)-6-(3-hydroxypyrrolidin-1-yl)-5-((1-methyl-1H-pyrazol-5-yl)amino)nicotinamide ClC(OC1=CC=C(C=C1)NC(C1=CN=C(C(=C1)NC1=CC=NN1C)N1C[C@@H](CC1)O)=O)(F)F